Cl.Cl.C1(CC1)C1=NC=C(C=N1)NC(=O)[C@@H]1NC[C@H](C1)F (2R,4S)-N-(2-cyclopropylpyrimidin-5-yl)-4-fluoropyrrolidine-2-carboxamide dihydrochloride